(5R)-1,5-Dimethyl-2-oxo-N-(2-pyridyl)-6,7-dihydro-5H-cyclopenta[b]pyridine-3-carboxamide CN1C2=C(C=C(C1=O)C(=O)NC1=NC=CC=C1)[C@@H](CC2)C